C(N)(=O)C=1C(=NN(C1NC1=CC=C(C=N1)C(=O)O)COCC[Si](C)(C)C)C1=CC(=C(C=C1)NS(=O)(=O)CC)O[C@@H](C)C1=CC=C(C=C1)F 6-[(4-carbamoyl-3-{4-ethanesulfonamido-3-[(1S)-1-(4-fluorophenyl)ethoxy]phenyl}-1-{[2-(trimethylsilyl)ethoxy]methyl}-1H-pyrazol-5-yl)amino]pyridine-3-carboxylic acid